N-(3-amino-3-oxopropyl)glycine NC(CCNCC(=O)O)=O